C(\C=C\C1=CC=C(C=C1)O)(=O)C(C(=O)O)(O)C(O)C(=O)O p-coumaroyl-tartaric acid